FC=1C=C(C=CC1)C1CCC(CC1)OC[C@H]1[C@H](CCC2=CC=C(C(N12)=O)C)NS(=O)(=O)CC |r| rac-N-[(3S,4R)-4-({[(1s,4S)-4-(3-fluorophenyl)cyclohexyl]oxy}methyl)-7-methyl-6-oxo-1,3,4,6-tetrahydro-2H-quinolizin-3-yl]ethanesulfonamide